ClC=1C(=CC(=NC1)C(=O)O)OCC1CC1 5-chloro-4-(cyclopropylmethoxy)pyridine-2-carboxylic acid